((3r,6s)-5-(6-(2-hydroxypropan-2-yl)-4-methylpyridin-2-yl)hexahydropyrrolo[3,4-c]pyrrol-2(1H)-yl)methanone OC(C)(C)C1=CC(=CC(=N1)N1CC2C(C1)CN(C2)C=O)C